C1(CC1)S(=O)(=O)NC=1SC=C(N1)C(C(=O)OCC)C(C)C Ethyl 2-(2-(cyclopropanesulfonamido)thiazol-4-yl)-3-methylbutanoate